OC1(CC(C1)C(=O)N1CC2(C1)CCC(CC2)C2=CN(C1=NC=CC=C12)C)C ((1s,3s)-3-Hydroxy-3-methylcyclobutyl)(7-(1-methyl-1H-pyrrolo[2,3-b]pyridin-3-yl)-2-azaspiro[3.5]nonan-2-yl)methanon